C(CCCCC#C)CS(=O)(=O)[O-] hept-6-yn-1-ylmethanesulfonate